2-ethyl-2-n-pentyl-1,3-dimethoxypropane C(C)C(COC)(COC)CCCCC